C(C)OC1=CC=C(C=C1)C1=CC=C(C=C1)C(\C=C\C=1C=C2N=CC=NC2=CC1)=O (E)-1-(4'-ethoxy-[1,1'-biphenyl]-4-yl)-3-(quinoxalin-6-yl)prop-2-en-1-one